ClC1=C(C=C(OCC(=O)NC23CC(C2)(C3)NC(=O)C=3N=COC3)C=C1)F N-{3-[2-(4-chloro-3-fluorophenoxy)acetamido]bicyclo[1.1.1]pentan-1-yl}-1,3-oxazole-4-carboxamide